CC1=C(C=CC(=C1)C)[C@H]([C@H](C)OC([C@@H](NC(=O)C1=NC=CC(=C1OCOC(C)=O)OC)C)=O)C(C)C (3-(acetoxymethoxy)-4-methoxypyridinoyl)-L-alanine (2S,3R)-3-(2,4-dimethylphenyl)-4-methylpent-2-yl ester